FC1=CC=C(C=C1)NC(CC(=O)O)=O 3-((4-fluorophenyl)amino)-3-oxopropanoic acid